CCCCCCCCCCCCCCCCCCOC[C@H](COP(=O)([O-])OCC[N+](C)(C)C)OC(=O)CCCCCCCCC/C=C\\C/C=C\\CCCCC The molecule is a phosphatidylcholine O-38:2 in which the alkyl and acyl groups specified at positions 1 and 2 are octadecyl and (11Z,14Z)-eicosadienoyl respectively. It is a phosphatidylcholine O-38:2 and a 2-acyl-1-alkyl-sn-glycero-3-phosphocholine. It derives from an (11Z,14Z)-icosadienoic acid.